C(C)(C)(C)C1=NC=NC(=C1)C#C 4-(tert-Butyl)-6-ethynylpyrimidine